C1(=CC=CC=C1)[C@H]1CC[C@H](CC1)OCN1CC(CC1)N ((CIS)-4-phenylcyclohexyloxy)methylpyrrolidin-3-amine